C(C1=C(C(=CC(=C1)CC)C(C)(C)C)O)C1=C(C(=CC(=C1)CC)C(C)(C)C)O methylenebis(4-ethyl-6-tert-butylphenol)